(1-(2,4-dimethyl-5-(5-(morpholine-4-carbonyl)-1H-imidazol-yl)benzoyl)piperidin-4-yl)benzonitrile CC1=C(C(=O)N2CCC(CC2)C2=C(C#N)C=CC=C2)C=C(C(=C1)C)N1C=NC=C1C(=O)N1CCOCC1